CC([C@@H](C(=O)NCCCCCCCCCCCCN1N=NC=C1)NC(=O)C1=NN(C2=CC=CC=C12)CCCC=C)(C)C 1-(12-((S)-3,3-dimethyl-2-(1-(pent-4-en-1-yl)-1H-indazole-3-carboxamido)butanamido)dodecyl)-1H-1,2,3-triazol